α-D-Mannosyl-D-glycerate [2H][C@]1([C@H]([C@H]([C@@H]([C@H](O1)CO)O)O)O)OC(=O)C(CO)O